COC1=CC=C(C=N1)C1COC2=CC(=CC=C2C1)O 3-(6-methoxypyridin-3-yl)-7-hydroxychroman